C(C)OC(=O)C1=C(C2=C(CCC3=CN(N=C23)C[C@@H]2OCCOC2)O1)C(F)(F)F 2-{[(2S)-1,4-dioxan-2-yl]methyl}-8-(trifluoromethyl)-4,5-dihydro-2H-furo[2,3-g]indazole-7-carboxylic acid ethyl ester